5-phenyl-2-phenylmercapto-1,3,4-oxadiazole C1(=CC=CC=C1)C1=NN=C(O1)SC1=CC=CC=C1